(4-bromo-6-nitrobenzo[d][1,3]dioxol-5-yl)(2-chloro-5-fluorophenyl)methanone BrC1=C(C(=CC=2OCOC21)[N+](=O)[O-])C(=O)C2=C(C=CC(=C2)F)Cl